ClC=1C=C(SC1)N 4-chlorothiophen-2-amine